NCC=1C=C(C=CC1)C1CN(C1)C(=O)OC(C)(C)C tert-butyl 3-(3-(aminomethyl)phenyl)azetidine-1-carboxylate